5-(((tert-butyldimethylsilyl)oxy)methyl)-2-chloropyridin-4-amine [Si](C)(C)(C(C)(C)C)OCC=1C(=CC(=NC1)Cl)N